N-((6-methylpyridazin-3-yl)methyl)-6-(5-methylthiazol-2-yl)-8-(oxetan-3-ylmethoxy)quinazolin-4-amine CC1=CC=C(N=N1)CNC1=NC=NC2=C(C=C(C=C12)C=1SC(=CN1)C)OCC1COC1